FC(OCC[C@H](C1=CC=CC=C1)N1C[C@@H](N([C@@H](C1)C)C(C(C)C)=O)C(=O)NCC1=CC=C(C=C1)C1=NC=CC=N1)F (2R,6R)-4-((R)-3-(difluoromethoxy)-1-phenylpropyl)-1-isobutyryl-6-methyl-N-(4-(pyrimidin-2-yl)benzyl)piperazine-2-carboxamide